ClC1=NC2=CC=CC=C2C(=N1)C1=CC=CC2=CC=CC=C12 2-chloro-4-(1-naphthyl)-quinazoline